NC1=CC=CC(=N1)COCCC=1C=C(C(=C(C1)NC1=C(N=NC(=C1)Cl)C(=O)NC)OC)C1=NN(C=N1)C 4-((5-(2-((6-aminopyridin-2-yl)methoxy)ethyl)-2-methoxy-3-(1-methyl-1H-1,2,4-Triazol-3-yl)phenyl)amino)-6-chloro-N-methylpyridazine-3-carboxamide